N-(6-chloropyridin-3-yl)-6-((3,3-difluorocyclohexyl)oxy)isoquinolin-1-amine ClC1=CC=C(C=N1)NC1=NC=CC2=CC(=CC=C12)OC1CC(CCC1)(F)F